5-(benzylamino)-2-(2-furyl)pyrazolo[1,5-a]pyrimidine-3-carbaldehyde C(C1=CC=CC=C1)NC1=NC=2N(C=C1)N=C(C2C=O)C=2OC=CC2